2-([1,1'-biphenyl]-4-ylamino)-1,2-diphenyl-ethanone C1(=CC=C(C=C1)NC(C(=O)C1=CC=CC=C1)C1=CC=CC=C1)C1=CC=CC=C1